OCC(CO)CCO 2-hydroxymethylbutane-1,4-diol